ICC\C=C\CCCCCCCCCCCCC(OCC)OCC (3E)-1-iodo-17,17-diethoxy-3-heptadecene